Benzyl Bromoacetate BrCC(=O)OCC1=CC=CC=C1